CC1=NC2=C(C(=CC=C2C=C1)C(NC1=CC=CC=C1)C1=CC=CC=C1)O 2-methyl-7-[phenyl-(phenylamino)methyl]-8-quinolinol